Benzyl 4-[4-[4-[tert-butoxycarbonyl(3-hydroxypropyl)amino]-2-oxo-pyrrolidin-1-yl]phenyl]sulfonylpiperazine-1-carboxylate C(C)(C)(C)OC(=O)N(C1CC(N(C1)C1=CC=C(C=C1)S(=O)(=O)N1CCN(CC1)C(=O)OCC1=CC=CC=C1)=O)CCCO